BrC(C)C1=CC=C(C=C1)S(=O)(=O)O 4-(1-bromoethyl)benzenesulfonic acid